tert-butyl 2-([3-[1-(2,6-dioxopiperidin-3-yl)-3-methyl-2-oxo-2,3-dihydro-1H-1,3-benzodiazol-5-yl]prop-2-yn-1-yl]oxy)acetate O=C1NC(CCC1N1C(N(C2=C1C=CC(=C2)C#CCOCC(=O)OC(C)(C)C)C)=O)=O